FC=1C=CC(=NC1)NC1=NC=CC(=N1)C1=CN=C2N1C=CC=C2 N-(5-fluoropyridin-2-yl)-4-(imidazo[1,2-a]pyridin-3-yl)pyrimidin-2-amine